C(C)(C)(C)OC(=O)NC=1C(=CC2=C(OCCN2C(=O)OCC2=CC=CC=C2)C1)C(=O)OC 4-benzyl 6-methyl 7-((tert-butoxycarbonyl)amino)-2,3-diHydro-4H-benzo[b][1,4]oxazine-4,6-dicarboxylate